F[B-](F)(F)F.C1(=C(C=CC=C1)C=1C2=CC=CC=C2[N+](=C2C=CC=CC12)C)C1=CC=CC=C1 9-([1,1'-Biphenyl]-2-yl)-10-methylacridinium tetrafluoroborate